[O-][V](=O)=O vanadate